methyl 4'-bromomethyl-2-biphenylcarboxylate BrCC1=CC=C(C=C1)C=1C(=CC=CC1)C(=O)OC